C(#C)C1=CC(N(C=2N=C(N=CC21)NC2=CC=C(C=C2)N2CCN(CC2)C)C2C(CCC2)O)=O 5-Ethynyl-8-(2-hydroxycyclopentyl)-2-((4-(4-methylpiperazin-1-yl)phenyl)amino)pyrido[2,3-d]pyrimidin-7(8H)-one